(S)-N-(4-((2-((5-(tert-butyl)-1-(4,4-difluoro-1-methylpyrrolidin-3-yl)-1H-pyrazol-3-yl)amino)-7-methoxy-1-methyl-1H-imidazo[4,5-b]pyridin-6-yl)oxy)pyridin-2-yl)acetamide C(C)(C)(C)C1=CC(=NN1[C@H]1CN(CC1(F)F)C)NC=1N(C=2C(=NC=C(C2OC)OC2=CC(=NC=C2)NC(C)=O)N1)C